2-Methyl-4-oxo-3-prop-2-yn-1-yl-cyclopent-2-en-1-yl-2,2-dimethyl-3-(2-methylprop-1-en-1-yl)-cyclopropancarboxylat CC=1C(CC(C1CC#C)=O)OC(=O)C1C(C1C=C(C)C)(C)C